2-phenylbenzo[d]imidazo[2,1-b]thiazole-7-carboxylic acid C1(=CC=CC=C1)C=1N=C2SC3=C(N2C1)C=CC(=C3)C(=O)O